C(CCCCCCC\C=C/CCCCCCCC)N monooleylamine